N1C=CC=2C(=CC=CC12)\C=N/O (Z)-1H-indole-4-carbaldehyde oxime